NC1=NC=NN2C1=C(C=C2C2=CN=C(O2)C)C2=CC(=C(C=C2)CC(=O)OC(C)(C)C)OC tert-Butyl 2-(4-(4-amino-7-(2-methyloxazol-5-yl)pyrrolo[2,1-F][1,2,4]triazin-5-yl)-2-methoxyphenyl)acetate